6-{5-chloro-2-[(oxan-4-yl)amino]pyrimidin-4-yl}-2-{2-[1-(hydroxymethyl)-1,2,3,4-tetrahydroisoquinolin-2-yl]-2-oxoethyl}-2,3-dihydro-1H-isoindol-1-one ClC=1C(=NC(=NC1)NC1CCOCC1)C1=CC=C2CN(C(C2=C1)=O)CC(=O)N1C(C2=CC=CC=C2CC1)CO